(3S,4R)-4-fluoro-3-methyl-piperidine F[C@H]1[C@H](CNCC1)C